N-(8-amino-7-fluoro-6-(1-methyl-1H-pyrrole-2-yl)isoquinolin-3-yl)-4-(piperazin-1-yl)benzamide NC=1C(=C(C=C2C=C(N=CC12)NC(C1=CC=C(C=C1)N1CCNCC1)=O)C=1N(C=CC1)C)F